9,9-dimethyl-4-phenyl-9H-fluoren-2-amine CC1(C2=CC=CC=C2C=2C(=CC(=CC12)N)C1=CC=CC=C1)C